C(C)OC(=O)C=1C=NN2C1NC(=CC2=O)C2=CC(=C(C=C2)C(F)(F)F)C 5-(3-methyl-4-(trifluoromethyl)phenyl)-7-oxo-4,7-dihydropyrazolo[1,5-a]pyrimidine-3-carboxylic acid ethyl ester